C(C1=CC=CC=C1)C1=NN=C(O1)C(=O)N[C@@H]1[C@H]2[C@@H](C3=C(NC1=O)C(=CC(=C3)F)F)C2 5-benzyl-N-((1aR,2R,8bS)-5,7-difluoro-3-oxo-1,1a,2,3,4,8b-hexahydrobenzo[b]cycloprop[d]azepin-2-yl)-1,3,4-oxadiazole-2-carboxamide